2-((S)-1-acryloyl-4-(8-fluoro-2-(((S)-1-methylpyrrolidin-2-yl)methoxy)-7-(5,6,7,8-tetrahydroisoquinoline-4-yl)quinazolin-4-yl)piperazin-2-yl)acetonitrile C(C=C)(=O)N1[C@H](CN(CC1)C1=NC(=NC2=C(C(=CC=C12)C1=CN=CC=2CCCCC12)F)OC[C@H]1N(CCC1)C)CC#N